6-((1-(2-aminoethyl)-1H-pyrazol-4-yl)sulfonyl)-2-((6-methylpyridin-2-yl)methyl)phthalazin-1(2H)-one NCCN1N=CC(=C1)S(=O)(=O)C=1C=C2C=NN(C(C2=CC1)=O)CC1=NC(=CC=C1)C